Glycin hydrochlorid Cl.NCC(=O)O